1,4-diazepane-1-sulfonamide N1(CCNCCC1)S(=O)(=O)N